COC=1C=C(C=CC1)CN[C@H](C(=O)O)CCC(C)(C)C (2S)-2-{[(3-methoxyphenyl)methyl]amino}-5,5-dimethylhexanoic acid